C(#N)C1=NC2=CC(=CC(=C2N=C1N1C(C2CCCCC2C1)C)[C@@H](C)NC1=C(C(=O)O)C=CC=C1)C 2-(((1R)-1-(2-cyano-7-methyl-3-(1-methyloctahydro-2H-isoindol-2-yl)quinoxalin-5-yl)ethyl)amino)benzoic acid